L-Altritol C([C@H](O)[C@@H](O)[C@@H](O)[C@@H](O)CO)O